C(C)C(CCN[C@@H]1CSC2=C(C1)C(=C(C(=C2)O)N2CC(NS2(=O)=O)=O)F)CC 5-{(3S)-3-[(3-ethylpentyl)amino]-5-fluoro-7-hydroxy-3,4-dihydro-2H-1-benzothiopyran-6-yl}-1,2,5-thiadiazolidine-1,1,3-trione